1,3-bis{1-[4-(4-aminophenoxy)phenyl]-1-methylethyl}benzene NC1=CC=C(OC2=CC=C(C=C2)C(C)(C)C2=CC(=CC=C2)C(C)(C2=CC=C(C=C2)OC2=CC=C(C=C2)N)C)C=C1